N-(4-((3S,5R)-3-amino-5-fluoropiperidin-1-yl)-5-(1-(difluoromethyl)-1H-pyrazol-4-yl)pyridin-2-yl)-2-(2-fluoro-6-methoxyphenyl)pyrimidin-4-amine N[C@@H]1CN(C[C@@H](C1)F)C1=CC(=NC=C1C=1C=NN(C1)C(F)F)NC1=NC(=NC=C1)C1=C(C=CC=C1OC)F